3-chloro-2-fluoro-5-(2-(4-((2-(methylthio)pyrimidin-4-yl)methoxy)phenyl)propan-2-yl)benzonitrile ClC=1C(=C(C#N)C=C(C1)C(C)(C)C1=CC=C(C=C1)OCC1=NC(=NC=C1)SC)F